OCC(CC=1N=CNC(C1O)=O)C1=CC=C(C=C1)C#CC1=CC=C(CN2C[C@@H](CC2)C#N)C=C1 (3R)-1-(4-((4-(1-hydroxy-3-(5-hydroxy-6-oxo-1,6-dihydropyrimidin-4-yl)propan-2-yl)phenyl)ethynyl)benzyl)pyrrolidine-3-carbonitrile